3,5-bis(trifluoromethyl)phenethyl alcohol FC(C=1C=C(CCO)C=C(C1)C(F)(F)F)(F)F